O1N=CCC=C1 4H-1,2-oxazine